C(C=C)C=1C=C(C(=C(C1)C)O)C 4-allyl-2,6-xylenol